3-((6-methyl-2-(trifluoromethyl)thieno[2,3-d]pyrimidin-4-yl)amino)-1-phenylpropan-1-ol CC1=CC2=C(N=C(N=C2NCCC(O)C2=CC=CC=C2)C(F)(F)F)S1